1-dimethylamino-1,1,3,3,5,5,7,7-octamethyl-7-acetoxytetrasiloxane CN([Si](O[Si](O[Si](O[Si](OC(C)=O)(C)C)(C)C)(C)C)(C)C)C